CC1=C(OC2=C(C=C(C=C2C1=O)C)[C@@H](C)NC=1C(=NC=CC1)C=1N=NNN1)C=1C=NC=CC1 3,6-Dimethyl-2-(3-pyridyl)-8-[(1R)-1-[[2-(2H-tetrazol-5-yl)-3-pyridyl]amino]ethyl]chromen-4-one